FC1=C(C=C(C=C1)NC(=O)C=1C=C(N2CCCCC12)C(C(NC(C(F)(F)F)(C)C)=O)=O)C N-(4-fluoro-3-methylphenyl)-3-(2-oxo-2-((1,1,1-trifluoro-2-methylpropan-2-yl)amino)acetyl)-5,6,7,8-tetrahydroindolizine-1-carboxamide